(S)-1-(5-(1-methyl-1H-pyrrolo[2,3-c]pyridin-3-yl)-1H-pyrrole-2-carbonyl)-N-(3,4,5-trifluorophenyl)pyrrolidine-3-carboxamide CN1C=C(C=2C1=CN=CC2)C2=CC=C(N2)C(=O)N2C[C@H](CC2)C(=O)NC2=CC(=C(C(=C2)F)F)F